N1N=NC=C1C1CCN(CC1)C1=NOC(=C1)C=1C=NC(=NC1)NC1CC2=CC=CC=C2C1 5-(3-(4-(1H-1,2,3-triazol-5-yl)piperidin-1-yl)isoOxazol-5-yl)-N-(2,3-dihydro-1H-inden-2-yl)pyrimidin-2-amine